CC1(CC1)OC=1C=C2C(=NNC2=CC1)C1=NC=CC(=C1)N1CCC(CC1)CN1CCNCC1 5-(1-methylcyclopropoxy)-3-[4-[4-(piperazin-1-ylmethyl)-1-piperidinyl]-2-pyridinyl]-1H-indazole